5-((5-(2-(((1R,3R)-3-aminocyclopentyl)oxy)-6-fluoro-4-methylphenyl)-1H-pyrazol-3-yl)amino)pyrazine-2-carbonitrile formate salt C(=O)O.N[C@H]1C[C@@H](CC1)OC1=C(C(=CC(=C1)C)F)C1=CC(=NN1)NC=1N=CC(=NC1)C#N